methyl-N-(3-(benzyloxy)-7-bromo-1-fluoronaphthalen-2-yl)-N-aminosulfonyl-glycine CC(N(S(=O)(=O)N)C1=C(C2=CC(=CC=C2C=C1OCC1=CC=CC=C1)Br)F)C(=O)O